(R)-tetrahydrofuran-3-ylmethanesulfonic acid methyl ester COS(=O)(=O)C[C@H]1COCC1